OCC1C[C@H](N([C@H](C1)C)C(=O)OC(C)(C)C)C (2R,4r,6S)-tert-Butyl 4-(hydroxymethyl)-2,6-dimethylpiperidine-1-carboxylate